C(C1=CC=CC=C1)(C1=CC=CC=C1)C(CN)(C)N 2-benzhydryl-1,2-propanediamine